CC1=CC=C(C=C1)S(=O)(=O)OCCOC=1C=NC(=CC1)CO 2-((6-(Hydroxymethyl)pyridin-3-yl)oxy)ethyl 4-methylbenzenesulfonate